CN(C)C(=O)SC1=CC=C(C=C1)C=O S-(4-formylphenyl) dimethylaminothiocarboxylate